3-[3-(1,3-dimethylpyrazol-4-yl)-5-fluoro-2-pyridyl]-3-methoxy-5,5-dimethyl-6-oxo-cyclohexene-1-carbonitrile CN1N=C(C(=C1)C=1C(=NC=C(C1)F)C1(C=C(C(C(C1)(C)C)=O)C#N)OC)C